N1=CC=C(C=C1)OC1=CC=C(C#N)C=C1 4-(pyridin-4-yloxy)benzonitrile